C1(=CC=CC2=CC=C3C=C4C=CC=CC4=CC3=C12)[Si](O[SiH3])(C)C 3-tetraphenyldimethyl-disiloxane